tert-butyl (1R,5S,6r)-6-((1,3-dioxoisoindolin-2-yl)methyl)-6-(isothiazol-3-yl)-3-azabicyclo[3.1.0]hexane-3-carboxylate O=C1N(C(C2=CC=CC=C12)=O)CC1([C@H]2CN(C[C@@H]12)C(=O)OC(C)(C)C)C1=NSC=C1